C1(CCC1)N1C=NC(=C1)C1=CN(C2=CC=C(C=C12)S(=O)(=O)NC)C1=CC=C(C=C1)C(F)(F)F 3-(1-cyclobutyl-1H-imidazol-4-yl)-N-methyl-1-(4-(trifluoromethyl)phenyl)-1H-indole-5-sulfonamide